3-fluoro-11-(2-fluoroethyl)-6,11-dihydro-5H-5λ6-dibenzo[c,f][1,2,5]thiadiazepine-5,5-dione FC1=CC2=C(N(C3=C(NS2(=O)=O)C=CC=C3)CCF)C=C1